FC=1C=CC(=C(C1)C1=C(C=CC(=N1)NS(=O)(=O)C1=NC(=CC=C1)N1C[C@@H](NCC1)CO)C(F)(F)F)C (R)-N-(6-(5-fluoro-2-methylphenyl)-5-(trifluoromethyl)pyridin-2-yl)-6-(3-(hydroxymethyl)piperazin-1-yl)pyridine-2-sulfonamide